C(CCCCC)C=1CCC(OC1)CCCCCCCCCCC 5-hexyl-2-undecyl-2,3-dihydropyran